N-[3-(4-cyano-3-methoxy-phenoxy)-2,2,4,4-tetramethyl-cyclobutyl]-4-(4-formyl-1-piperidyl)benzamide 1-hydroxy-2-naphthalenecarboxylate OC1=C(C=CC2=CC=CC=C12)C(=O)O.C(#N)C1=C(C=C(OC2C(C(C2(C)C)NC(C2=CC=C(C=C2)N2CCC(CC2)C=O)=O)(C)C)C=C1)OC